(S)-3-(6-Benzyl-5,6,7,8-tetrahydro-pyrido(4,3-d)pyrimidin-4-yloxy)-pyrrolidine-1-carboxylic acid tert-butyl ester C(C)(C)(C)OC(=O)N1C[C@H](CC1)OC=1C2=C(N=CN1)CCN(C2)CC2=CC=CC=C2